3-[4-[[5-(4-methoxyphenyl)-3-(trifluoromethyl)pyrazol-1-yl]methyl]phenyl]-5-(trifluoromethyl)-1,2,4-oxadiazole COC1=CC=C(C=C1)C1=CC(=NN1CC1=CC=C(C=C1)C1=NOC(=N1)C(F)(F)F)C(F)(F)F